N-(2-Amino-4-(methyl(4-(trifluoromethyl)benzyl)amino)phenyl)heptanamid NC1=C(C=CC(=C1)N(CC1=CC=C(C=C1)C(F)(F)F)C)NC(CCCCCC)=O